4-(beta-D-galactopyranosyloxy)phenylpropionic acid [C@@H]1([C@H](O)[C@@H](O)[C@@H](O)[C@H](O1)CO)OC1=CC=C(C=C1)C(C(=O)O)C